2-(3-Dimethylamino-pyrrolidin-1-yl)-1,7,11b-triaza-benzo[c]fluorene-6-carboxylic acid methylamide CNC(=O)C1=CC2=C(N3C=4C=CC=CC4N=C13)N=C(C=C2)N2CC(CC2)N(C)C